N-(7-(cyclopropylmethyl)-7-azaspiro[3.5]nonan-2-yl)-N-phenyl-1H-pyrrole-2-carboxamide hydrochloride Cl.C1(CC1)CN1CCC2(CC(C2)N(C(=O)C=2NC=CC2)C2=CC=CC=C2)CC1